4-chloro-3-(3-fluoro-4-methyl-pyrrolidin-1-yl)-1-(p-tolylsulfonyl)indazole ClC1=C2C(=NN(C2=CC=C1)S(=O)(=O)C1=CC=C(C=C1)C)N1CC(C(C1)C)F